C(C)(C)C=1C=NN2C1N=C(N=C2NC=2C=CC=CC2)SC 3-((8-isopropyl-2-(methylthio)pyrazolo[1,5-a][1,3,5]triazin-4-yl)amino)benzene